C(C)(C)(C)OC(=O)N1C[C@H](CC=C1C1=CC2=C(OC3(CC3)C(N2)=O)C=C1)C (S)-3-Methyl-6-(3-oxo-3,4-dihydrospiro[benzo[b][1,4]oxazine-2,1'-cyclopropane]-6-yl)-3,4-dihydropyridine-1(2H)-carboxylic acid tert-butyl ester